BrC1=C(C=CC=2NC(N(C21)C)=O)F 4-Bromo-5-fluoro-3-methyl-1H-benzimidazol-2-one